O1C(OCC1)C1CCN(CC1)C=1C=C(CN2C(NC(CC2)=O)=O)C=CC1 1-(3-(4-(1,3-dioxolan-2-yl)piperidin-1-yl)benzyl)dihydropyrimidine-2,4(1H,3H)-dione